5-(2-chlorophenoxy)-3-((2,3-dihydrobenzo[b][1,4]dioxin-6-yl)amino)-4H-benzo[e][1,2,4]thiadiazine 1,1-dioxide ClC1=C(OC2=CC=CC3=C2NC(=NS3(=O)=O)NC3=CC2=C(OCCO2)C=C3)C=CC=C1